N-(4-(8-((3-fluoropropyl)sulfonyl)-8-azabicyclo[3.2.1]oct-3-yl)-1H-pyrrolo[2,3-b]pyridin-6-yl)cyclopropylcarboxamide FCCCS(=O)(=O)N1C2CC(CC1CC2)C2=C1C(=NC(=C2)NC(=O)C2CC2)NC=C1